methyl 2,6-difluoro-4-{2-[p-(6-methyl-4H-chromen-2-yl)phenyl]-2-oxoacetyl}benzoate FC1=C(C(=O)OC)C(=CC(=C1)C(C(=O)C1=CC=C(C=C1)C=1OC2=CC=C(C=C2CC1)C)=O)F